C(#N)CN1N=C(C(=C1)C1=CN=C2N1C=CN=C2NC2=CC(=C(C(=O)O)C=C2)C)C(F)(F)F 4-[[3-[1-(cyanomethyl)-3-(trifluoromethyl)pyrazol-4-yl]imidazo[1,2-a]pyrazin-8-yl]amino]-2-methyl-benzoic acid